1,2-bis(4-methoxyphenyl)-1,2-ethanedione COC1=CC=C(C=C1)C(C(=O)C1=CC=C(C=C1)OC)=O